C1(=CC=C(C=C1)CC(=O)NC[C@H]([C@@H](OC(C)=O)[C@H]1[C@@H]([C@H](C[C@@](O1)(C(=O)O)OCC1=CC=CC=C1)OC(C)=O)NC(C)=O)OC(C)=O)C1=CC=CC=C1 (2R,4S,5R,6R)-6-((1R,2R)-3-(2-([1,1'-biphenyl]-4-yl)acetamido)-1,2-diacetoxypropyl)-5-acetamido-4-acetoxy-2-(benzyloxy)tetrahydro-2H-pyran-2-carboxylic acid